C1(CC1)C1=C(N=C(N1)C1=CC=CC(=N1)NCCNC1CCN(CC1)C(C)C)C N-(2-{[6-(5-Cyclopropyl-4-methyl-1H-imidazol-2-yl)pyridin-2-yl]amino}ethyl)-1-(propan-2-yl)piperidin-4-amine